6-(3-fluorophenyl)-7-(1-hydroxyethyl)-3-methyl-5H-thiazolo[3,2-a]pyridin-5-one FC=1C=C(C=CC1)C1=C(C=C2N(C1=O)C(=CS2)C)C(C)O